CC=1C=C(C=NC1)NC(=O)C=1C2=C(SC1NC(=O)C1C(CCCC1)C(=O)O)CCC2 2-[[3-[(5-Methyl-3-pyridyl)carbamoyl]-5,6-dihydro-4H-cyclopenta[b]thiophen-2-yl]carbamoyl]cyclohexanecarboxylic acid